ClC1=C(C2=C(NC(O[C@]23CN(CC3)C=3C=NC=C(C(=O)NCC=2C=NC(=CC2)N2C[C@H](CC2)C)C3)=O)C=C1)F (S)-5-(6-Chloro-5-fluoro-2-oxo-1,2-dihydrospiro[benzo[d][1,3]oxazine-4,3'-pyrrolidin]-1'-yl)-N-((6-((S)-3-methylpyrrolidin-1-yl)pyridin-3-yl)methyl)nicotinamide